CCCCCCCCCCCCCCCCCCCCOC[C@H](COP(=O)(O)OC[C@@H](C(=O)O)N)OC(=O)CCCCCCC/C=C\CCCC 1-eicosyl-2-(9Z-tetradecenoyl)-glycero-3-phosphoserine